[C@@H]12OCCCN([C@H]2C1)C=1C2=C(N=C(N1)OC[C@@]1(NCCC1)C)C(=C(N=C2)C2=CC(=CC1=CC=C(C(=C21)C#C)F)O)F 4-(4-((1R,7S)-2-oxa-6-azabicyclo[5.1.0]octan-6-yl)-8-fluoro-2-(((R)-2-methylpyrrolidin-2-yl)methoxy)pyrido[4,3-d]pyrimidin-7-yl)-5-ethynyl-6-fluoronaphthalen-2-ol